N1N=CC2=CC(=CC=C12)CNCC1=CC(=CC=C1)OC N-((1H-indazol-5-yl)methyl)-1-(3-methoxyphenyl)methanamine